trimethylsilyl-(vinyl)silane C[Si](C)(C)[SiH2]C=C